CC=1C(=CN(C1C)S(=O)(=O)C)C(=O)O 4,5-dimethyl-1-(methylsulfonyl)-1H-pyrrole-3-carboxylic acid